C(C=C)(=O)N1COC2(CN(C2)C(=O)OC(C)(C)C)C1 tert-butyl 7-(prop-2-enoyl)-5-oxa-2,7-diazaspiro[3.4]octane-2-carboxylate